C1(=CC=CC=C1)N1CC2=CC=CC=C2C1 N-phenyl-isoindoline